C1(CCCC1)N1C(NC(C1=O)=O)=O 1-cyclopentyl-imidazolidine-2,4,5-trione